N-[7-chloro-6-[4-(4-hydroxy-3-methyl-tetrahydrofuran-3-yl)piperazin-1-yl]-3-isoquinolyl]-2-methyl-2-tetrahydrofuran-3-yl-cyclopropanecarboxamide ClC1=C(C=C2C=C(N=CC2=C1)NC(=O)C1C(C1)(C1COCC1)C)N1CCN(CC1)C1(COCC1O)C